6-methyl-2-(5-azaspiro[2.4]heptan-5-yl)pyrimidine-4-carbohydrazide zinc acetate C(C)(=O)[O-].[Zn+2].CC1=CC(=NC(=N1)N1CC2(CC2)CC1)C(=O)NN.C(C)(=O)[O-]